ClC(C(=O)[O-])Cl.C(CCCCC)N1C=[N+](C=C1)C 1-hexyl-3-methylimidazolium dichloroacetate salt